FC1=CC=CC=2C(=N[C@@H](C(NC21)=O)NC(=O)C=2C(=NN1C2OC(CCC1)C)C=1C(=NC(=CC1)NC(C)C)F)C1=CC=CC=C1 N-[(3S)-9-fluoro-2-oxo-5-phenyl-1,3-dihydro-1,4-benzodiazepin-3-yl]-2-[2-fluoro-6-(propan-2-ylamino)pyridin-3-yl]-5-methyl-5,6,7,8-tetrahydropyrazolo[5,1-b][1,3]oxazepine-3-carboxamide